N-(2-(but-2-en-2-yl)phenyl)-4-methylbenzenesulfonamide CC(=CC)C1=C(C=CC=C1)NS(=O)(=O)C1=CC=C(C=C1)C